OC1=CC=C(CC2=C(C=C(C=C2OC)O)CCC2=CC(=CC=C2)O)C=C1 2-p-hydroxybenzyl-5,3'-dihydroxy-3-methoxyl-bibenzyl